COCC1=NC=CC(=C1)C1=NSC(=N1)[C@H](C)NS(=O)C(C)(C)C N-[(1S)-1-[3-[2-(methoxymethyl)-4-pyridinyl]-1,2,4-thiadiazol-5-yl]ethyl]-2-methyl-propane-2-sulfinamide